(R)-5-cyano-N-methyl-N-(2,2,2-trifluoro-1-(3-methyl-4-(trifluoromethyl)phenyl)ethyl)pyridine-3-sulfonamide C(#N)C=1C=C(C=NC1)S(=O)(=O)N([C@@H](C(F)(F)F)C1=CC(=C(C=C1)C(F)(F)F)C)C